CN(C(C(=O)C1=CC=C(C=C1)N1CCOCC1)(CC)CC1=CC=C(C=C1)C)C 2-dimethylamino-2-(4-methyl-benzyl)-1-(4-morpholin-4-yl-phenyl)butan-1-one